(2,2,2-trifluoroethyl) (2,3-difluorophenyl) sulfide FC1=C(C=CC=C1F)SCC(F)(F)F